C(#N)CC(=O)N1CC(CC1)NC1=NC(=NC=C1C(=O)N)NC1=CC2=C(OC[C@H](CN2)O)C=C1 4-((1-(2-cyanoacetyl)pyrrolidin-3-yl)amino)-2-(((S)-2,3,4,5-tetrahydro-3-hydroxybenzo[b][1,4]oxazepin-7-yl)amino)pyrimidine-5-carboxamide